[5-bromo-3-((S)-2-methoxy-1-Methyl-methyl-ethyl)-2,4-dioxo-3,4-dihydro-2H-pyrimidin-1-yl]-acetate BrC=1C(N(C(N(C1)CC(=O)[O-])=O)C(COC)(C)C)=O